NC=1C=CC=C(C)C1N 5,6-diaminotoluene